CC1(CC(CC(N1[O])(C)C)NC2=C(C=C(C(=C2)NCCN)[N+](=O)[O-])[N+](=O)[O-])C The molecule is a C-nitro compound that is the 4-({5-[(2-aminoethyl)amino]-2,4-dinitrophenyl}amino) derivative of TEMPO (PDB entry: 1BAF). It has a role as an epitope. It is an aminopiperidine, a C-nitro compound and a member of aminoxyls. It derives from a TEMPO.